(S)-N-(3-(1-((1-methyl-1H-pyrazolo[3,4-b]pyrazin-6-yl)amino)ethyl)phenyl)-2-oxochromane-6-carboxamide CN1N=CC=2C1=NC(=CN2)N[C@@H](C)C=2C=C(C=CC2)NC(=O)C=2C=C1CCC(OC1=CC2)=O